F[C@@H]1CN(CC[C@@H]1OCC(C)(C)O)C(=O)OC(C)(C)C Tert-butyl (3R,4S)-3-fluoro-4-(2-hydroxy-2-methylpropoxy)piperidine-1-carboxylate